BrC1=NC(=CC(=C1O)OC(CO)C1CC1)I 2-bromo-4-(1-cyclopropyl-2-hydroxyethoxy)-6-iodopyridin-3-ol